(4-cyclopropyl-6-methoxypyrimidin-5-yl)-2-(4-(1-isopropyl-4-(trifluoromethyl)-1H-imidazol-2-yl)benzyl)-2,6,7,8-tetrahydropyrazolo[3,4,5-de]quinazoline C1(CC1)C1=NC=NC(=C1C=1N=C2CCCC=3C2=C(N1)N(N3)CC3=CC=C(C=C3)C=3N(C=C(N3)C(F)(F)F)C(C)C)OC